2-(1-isopropyl-4-oxopyrido[1',2':1,5]pyrazolo[3,4-d]pyridazin-3(4H)-yl)-N-(pyrimidin-4-yl)acetamide C(C)(C)C=1C=2C(C(N(N1)CC(=O)NC1=NC=NC=C1)=O)=NN1C2C=CC=C1